Cl.FC1=C2C=CN=NC2=CC=C1 5-fluorocinnoline hydrochloride